C(C)(C)C1=CC2=CC(=CC=C2C=C1)C(C)C 2,7-diisopropylnaphthalene